ClC1=C(C=CC=C1)[C@@H](C)OC(=O)NC1=C(N=NN1C)C1=CC=C(OC2CC(CCC2)C(=O)O)C=C1 3-(4-(5-((((R)-1-(2-chlorophenyl)ethoxy)carbonyl)amino)-1-methyl-1H-1,2,3-triazol-4-yl)phenoxy)cyclohexanecarboxylic acid